7-(3-methylindolin-1-yl)-N-tetrahydropyran-4-yl-thiazolo[5,4-d]pyrimidine-2-carboxamide CC1CN(C2=CC=CC=C12)C=1C2=C(N=CN1)SC(=N2)C(=O)NC2CCOCC2